(1E)-1-[3-(1,1-difluoro-2-methoxyethyl)phenyl]Ethylene FC(COC)(F)C=1C=C(C=CC1)C=C